FC1=C(COC2=CC(=C(OC=3C(=NC(=NC3)N)N)C=C2I)C(C)C)C(=CC=C1)F 5-[4-(2,6-Difluoro-benzyloxy)-5-iodo-2-isopropyl-phenoxy]-pyrimidine-2,4-diamine